FC1CNC2=C(C=C(C=C2C1F)F)C#N 3,4,6-trifluoro-1,2,3,4-tetrahydroquinoline-8-carbonitrile